benzyl ({5-[4-(trifluoromethyl)phenyl]-1H-imidazol-2-yl}methyl)carbamate FC(C1=CC=C(C=C1)C1=CN=C(N1)CNC(OCC1=CC=CC=C1)=O)(F)F